2-(azetidin-1-ylmethyl)-N-((3R)-1-(5-(hydroxy(4-(4-morpholino-7H-pyrrolo[2,3-d]pyrimidin-6-yl)phenyl)methyl)pyrimidin-2-yl)-3-methylpiperidin-3-yl)acrylamide N1(CCC1)CC(C(=O)N[C@]1(CN(CCC1)C1=NC=C(C=N1)C(C1=CC=C(C=C1)C1=CC2=C(N=CN=C2N2CCOCC2)N1)O)C)=C